[2,3,5,6-tetrafluoro-4-(methoxymethyl)phenyl]methyl-3-(2-cyano-1-propen-1-yl)-2,2-dimethylcyclopropanecarboxylic acid methyl ester COC(=O)C1(C(C1C=C(C)C#N)(C)C)CC1=C(C(=C(C(=C1F)F)COC)F)F